BrC1=C(C(=CC=C1)F)C1CC(=NO1)C=1N=C(SC1)C1CCN(CC1)C(COC1=NC(=NC=C1)C(F)(F)F)=O 1-(4-(4-(5-(2-Bromo-6-fluorophenyl)-4,5-dihydroisoxazol-3-yl)thiazol-2-yl)piperidin-1-yl)-2-((2-(trifluoromethyl)pyrimidin-4-yl)oxy)ethan-1-on